C1(CC1)CNC=1N=CC2=C(N(C(C=3C=CC=CC23)=O)C2CCC(CC2)(C)O)N1 trans-3-((Cyclopropylmethyl)amino)-5-(4-hydroxy-4-methylcyclohexyl)pyrimido[4,5-c]isoquinolin-6(5H)-one